methyl(2-methyl-6-(5-(trifluoromethyl)-1,2,4-oxadiazol-3-yl)imidazo[1,2-a]pyridin-3-yl)((thiazol-4-ylmethyl)imino)-λ6-sulfanone CS(=O)(=NCC=1N=CSC1)C1=C(N=C2N1C=C(C=C2)C2=NOC(=N2)C(F)(F)F)C